C[C@H]1[C@H]([C@H]([C@@H]([C@@H](O1)O[C@@H]2[C@H](OC([C@@H]([C@H]2O[C@H]3[C@@H]([C@H]([C@H]([C@H](O3)CO)O)O)O[C@H]4[C@H]([C@@H]([C@@H]([C@@H](O4)C)O)O)O)NC(=O)C)O)CO)O)O)O The molecule is an amino tetrasaccharide consisting of N-acetylglucosamine having a fucosyl residue attached at the 4-position via a beta-linkage and alpha-fucosyl-(1->2)-galactosyl residues attached at the 3-position, also via a beta-linkage. It has a role as an epitope and an antigen. It is an amino tetrasaccharide and a glucosamine oligosaccharide.